Difluoromethyl-(E)-2-(3-formylphenyl)ethane FC(F)CCC1=CC(=CC=C1)C=O